C(CCCCCCCCCCCCCCCCCCCCCCCCCCCCC)(=O)N melissic acid amide